C(C)(C)(C)C1=CC=C(C=C1)C(C(=O)NCC1=C2C(N(C(C2=CC=C1)=O)C1C(NC(CC1)=O)=O)=O)=O 2-(4-(tert-butyl)phenyl)-N-((2-(2,6-dioxopiperidin-3-yl)-1,3-dioxoisoindolin-4-yl)methyl)-2-oxoacetamide